C(C1CO1)OC(CCC)[Si](OCCCC)(OCCCC)OCCCC α-glycidoxybutyl-tributoxysilane